1-phenylethyl 4-(3-hydroxy-3-methyl-but-1-ynyl)-2,6-dimethyl-7-oxo-1H-pyrrolo[2,3-c]pyridine-3-carboxylate OC(C#CC=1C2=C(C(N(C1)C)=O)NC(=C2C(=O)OC(C)C2=CC=CC=C2)C)(C)C